N-(4'-((2-(2-oxabicyclo[2.1.1]hexan-4-yl)-6-methylpyrimidin-4-yl)amino)-5-morpholino-[2,3'-bipyridin]-6'-yl)acetamide C12OCC(C1)(C2)C2=NC(=CC(=N2)NC2=C(C=NC(=C2)NC(C)=O)C2=NC=C(C=C2)N2CCOCC2)C